N-{2-[7-methoxy-8-(prop-2-enamido)naphthalen-2-yl]pyridin-4-yl}-1-methylpiperidine-4-carboxamide COC1=CC=C2C=CC(=CC2=C1NC(C=C)=O)C1=NC=CC(=C1)NC(=O)C1CCN(CC1)C